pyridin-2-yl-1,3,5-triazine-2,4,6-triamine N1=C(C=CC=C1)NC1=NC(=NC(=N1)N)N